N1(CCOCC1)C(=O)NC(C(=O)O)CCCCCCCC1=NC=2NCCCC2C=C1 2-(morpholine-4-carboxamido)-9-(5,6,7,8-tetrahydro-1,8-naphthyridin-2-yl)nonanoic acid